N-{[4-methoxy-7-(trifluoromethyl)-1H-indol-2-yl]carbonyl}-L-leucyl-3-[(3S)-2-oxopyrrolidin-3-yl]-L-alaninamide COC1=C2C=C(NC2=C(C=C1)C(F)(F)F)C(=O)N[C@@H](CC(C)C)C(=O)N[C@@H](C[C@H]1C(NCC1)=O)C(=O)N